7-Chloro-2-(ethylthio)-8-fluoro-4-methoxypyrido[4,3-d]pyrimidine ClC1=C(C=2N=C(N=C(C2C=N1)OC)SCC)F